((1R,5S,6r)-3,3-difluorobicyclo[3.1.0]hexane-6-yl)(methyl)carbamic acid tert-butyl ester C(C)(C)(C)OC(N(C)C1[C@H]2CC(C[C@@H]12)(F)F)=O